BrC1=C(C(=C(C(=C1)F)CC(=O)O)F)O (4-bromo-2,6-difluoro-3-hydroxy-phenyl)acetic acid